[(2S,4R)-4-[tert-butyl-(diphenyl)silyl]oxy-1-methyl-pyrrolidin-2-yl]methanol C(C)(C)(C)[Si](O[C@@H]1C[C@H](N(C1)C)CO)(C1=CC=CC=C1)C1=CC=CC=C1